ClC=1C2=C(N=CN1)N(C=C2C2CC2)COCC[Si](C)(C)C 4-chloro-5-cyclopropyl-7-{[2-(trimethylsilyl)ethoxy]methyl}-7H-pyrrolo[2,3-d]pyrimidine